CC1=CC=C(O1)/C=C\\2/CCN=C2 The molecule is a member of the class of pyrrolines that is 1-pyrroline carrying a 5-methyl-2-furanyl)methylene at position 3. It has a role as a mouse metabolite and a rat metabolite. It is a member of furans, an olefinic compound and a pyrroline.